2-(2-hydroxypropan-2-yl)thiazole-5-sulfonimidamide OC(C)(C)C=1SC(=CN1)S(=O)(N)=N